[Li+].[O-2].[Ba+2] barium oxide, lithium salt